3-Ethyl-4-methyl-1-(2-propen-1-yl)-2(1H)-quinolinone C(C)C=1C(N(C2=CC=CC=C2C1C)CC=C)=O